5-amino-2-[4,5-difluoro-2-(tetrahydropyran-4-ylamino)phenyl]-6-(5-methyl-1H-indazol-4-yl)pyrimidine-4-carboxamide NC=1C(=NC(=NC1C1=C2C=NNC2=CC=C1C)C1=C(C=C(C(=C1)F)F)NC1CCOCC1)C(=O)N